C(C)OC(CC1=CC=CC=2C(COC21)(C(=O)OCC2=CC=CC=C2)C)=O benzyl 7-(2-ethoxy-2-oxo-ethyl)-3-methyl-2H-benzofuran-3-carboxylate